2-(methanesulfonyloxyethyl)piperidine-1-carboxylate CS(=O)(=O)OCCC1N(CCCC1)C(=O)[O-]